N-(4-chloro-2-nitrobenzyl)-1-(4-(6-fluoroquinolin-4-yl)cyclohexyl)ethan-1-amine ClC1=CC(=C(CNC(C)C2CCC(CC2)C2=CC=NC3=CC=C(C=C23)F)C=C1)[N+](=O)[O-]